N1(CCC1)C1=NN(C(=C1)C)C1=CC=C(CN2C3=NC(=NC=C3N(C2=O)C)C=2C(=NC=CC2)C(C)C)C=C1 9-(4-(3-(azetidin-1-yl)-5-methyl-1H-pyrazol-1-yl)benzyl)-2-(2-isopropylpyridin-3-yl)-7-methyl-7,9-dihydro-8H-purin-8-one